O1CCOC12CCCCC2 1,4-dioxa-spiro[4.5]-decane